[Ti].CCC(CC(=O)OOC(C)C)=O.CCC(CC(=O)OOC(C)C)=O bis(isopropoxy) bis(methylacetoacetate) titanium